methyl-3,4-epoxycyclohexene CC1=CC2C(CC1)O2